Ethyl (S)-3-((tert-butoxycarbonyl)amino)-3-(5-chloro-3-cyclopropyl-2-fluorophenyl)propanoate C(C)(C)(C)OC(=O)N[C@@H](CC(=O)OCC)C1=C(C(=CC(=C1)Cl)C1CC1)F